F[C@@H]1COCC[C@@H]1N1N=NC(=C1)C 1-(1-((3S,4S)-3-fluoro-tetrahydropyran-4-yl)-1H-triazol-4-yl)-methane